2-((2-chloro-6-fluoro-1H-benzo[d]imidazol-1-yl)methyl)pyrimidine-5-carbonitrile ClC1=NC2=C(N1CC1=NC=C(C=N1)C#N)C=C(C=C2)F